tert-butyl (2R,3R)-3-(((benzyloxy)carbonyl)amino)-2-methylpyrrolidine-1-carboxylate C(C1=CC=CC=C1)OC(=O)N[C@H]1[C@H](N(CC1)C(=O)OC(C)(C)C)C